FC(S(=O)(=O)OC1=C2C=NN(C2=CC(=C1C1CC1)Cl)COCC[Si](C)(C)C)(F)F 6-chloro-5-cyclopropyl-1-((2-(trimethylsilyl)ethoxy)methyl)-1H-indazol-4-yl trifluoromethanesulfonate